1-(8-(Piperazin-1-yl)imidazo[1,5-a]pyridin-3-yl)dihydropyrimidine-2,4(1H,3H)-dione N1(CCNCC1)C=1C=2N(C=CC1)C(=NC2)N2C(NC(CC2)=O)=O